1-((2-methyl-1-tosyl-1H-indol-4-yl)methyl)-2-oxo-1,2-dihydropyridine-3,5-dicarboxamide CC=1N(C2=CC=CC(=C2C1)CN1C(C(=CC(=C1)C(=O)N)C(=O)N)=O)S(=O)(=O)C1=CC=C(C)C=C1